2-[2-[3-(dimethylamino)-3-oxo-propyl]-6-methyl-3-oxo-pyridazine-4-carbonyl]-5,5-dimethyl-3-oxo-cyclohexen-1-ol sodium [Na].CN(C(CCN1N=C(C=C(C1=O)C(=O)C1=C(CC(CC1=O)(C)C)O)C)=O)C